(S)-2-((S)-2-cinnamylamino-3-cyclohexylpropionamido)-3-((S)-2-oxopyrrolidin-3-yl)propane C(C=CC1=CC=CC=C1)N[C@H](C(=O)N[C@@H](C)C[C@H]1C(NCC1)=O)CC1CCCCC1